OC1CCN(CC1)C=1C=CC(=NC1)NC1=CC(=NC=2C=CNC(C12)=O)CC(C)C 4-[[5-(4-hydroxy-1-piperidyl)-2-pyridyl]amino]-2-isobutyl-6H-1,6-naphthyridin-5-one